4-amino-1-(4-(2-((t-butyldimethylsilyl)oxy)propyl)phenyl)pyrimidin-2(1H)-one NC1=NC(N(C=C1)C1=CC=C(C=C1)CC(C)O[Si](C)(C)C(C)(C)C)=O